[Cl-].[Sr+2].[Cl-] Strontium(II) Chloride